C(CCCCCCC)(=O)O octanoic acid